C1(CC1)C=1C(=NC=C(C(=O)N)C1)NC=1C(=NNC1)C1=CC2=C(C=N1)C=NN2CC(C)(C)C 5-Cyclopropyl-6-((3-(1-neopentyl-1H-pyrazolo[4,3-c]pyridin-6-yl)-1H-pyrazol-4-yl)amino)nicotinamide